CNC(=O)C=1C=CC2=C(OC[C@H]3N2CCN(C3)C(=O)OCC3=CC=CC=C3)N1 benzyl (S)-8-(methylcarbamoyl)-1,2,4a,5-tetrahydropyrazino[1,2-d]pyrido[2,3-b][1,4]oxazine-3(4H)-carboxylate